C(C=C)(=O)N1[C@@H](CN(CC1)C1=C(C(N(C2=NC(=C(C=C12)Cl)C1=C(C(=C(C(=C1Cl)F)F)F)N)C=1C(=NC=CC1C)C(C)C)=O)C#N)C 4-((R)-4-propenoyl-3-methylpiperazin-1-yl)-7-(2-amino-6-chloro-3,4,5-trifluorophenyl)-6-chloro-1-(2-isopropyl-4-methylpyridin-3-yl)-2-oxo-1,2-dihydro-1,8-naphthyridine-3-carbonitrile